C(CCCCCCCCCCCCCCCCC)(=O)[O-].[Na+].C(\C=C\C(=O)O)(=O)O Fumaric acid sodium stearate